1-(Aminomethyl)cyclobutanol NCC1(CCC1)O